NCC1=NNC(C2=CC=C(C=C12)C=1C=NN(C1N1C(C2=CC(=CC=C2C1)C(C)(C)C)=O)C)=O 4-(aminomethyl)-6-(5-(6-(tert-butyl)-1-oxoisoindol-2-yl)-1-methyl-1H-pyrazol-4-yl)phthalazin-1(2H)-one